N-methyl-1-(cis-5-(methyl(4-(trifluoromethyl)benzyl)amino)octa-hydrocyclopenta[c]pyrrole-2-carbonyl)-1H-pyrazole-3-carboxamide CNC(=O)C1=NN(C=C1)C(=O)N1CC2C(C1)CC(C2)N(CC2=CC=C(C=C2)C(F)(F)F)C